C(\C=C\C(=O)O)(=O)O.C(\C=C\C(=O)O)(=O)O.ClC=1C=CC(=C(CN2C[C@H](CC2)N)C1)OCC (S)-1-(5-chloro-2-ethoxybenzyl)pyrrolidin-3-amine difumarate